tert-butyl 3-(9-bromo-2-carbamoylfuro(3,2-g)quinolin-7-yl)azetidine-1-carboxylate BrC=1C2=C(C=C3C=CC(=NC13)C1CN(C1)C(=O)OC(C)(C)C)C=C(O2)C(N)=O